N1C(C=C(C2=CC=CC=C12)B(O)O)=O quinolone-4-boronic acid